CN1C(=NC=C1)C(=O)NC1=CC=C(C=C1)N1C2=C(NC(CC1=O)=O)C1=CC=CC=C1C=C2 5-[4-[(1-methyl-1H-imidazole-2-carbonyl)amino]phenyl]-1H-naphtho[1,2-b][1,4]diazepine-2,4(3H,5h)-dione